BrC1=C(C=CC(=C1)F)C(C(C(=O)OC)(C)C)=O methyl 3-(2-bromo-4-fluorophenyl)-2,2-dimethyl-3-oxopropanoate